ClC=1C(=C2C(=CN1)NC(=C2)C(=O)NC2CN[Si](CCC2)(C)C)F 5-chloro-N-(1,1-dimethylsilazepan-4-yl)-4-fluoro-1H-pyrrolo[2,3-c]pyridine-2-carboxamide